C(C)(=O)C=1C(=NC(=CC1)N1C=NC2=C1C=CC(=C2)Br)N2N=C(C=C2C)C#N 1-[3-Acetyl-6-(5-bromobenzimidazol-1-yl)-2-pyridinyl]-5-methyl-pyrazole-3-carbonitrile